10-(2-((tert-butyldimethylsilyl)oxy)ethyl)-5-chloro-4-fluoro-2-(methylthio)-9-(trifluoromethyl)-9,10-dihydro-8H-7-oxa-1,3,6,10-tetraazacyclohepta[de]naphthalene [Si](C)(C)(C(C)(C)C)OCCN1C(COC2=NC(=C(C=3N=C(N=C1C23)SC)F)Cl)C(F)(F)F